COC=1C=C2CCCC(C2=CC1)=O 6-Methoxy-3,4-dihydro-2H-naphthalen-1-one